1-isothiocyanato-4-methoxy-benzene N(=C=S)C1=CC=C(C=C1)OC